2-deoxy-beta-D-glucose O[C@H]1C[C@@H](O)[C@H](O)[C@H](O1)CO